(S)-3-(2-amino-6-((1-hydroxyheptan-3-yl)amino)-5-(2-methoxybenzyl)pyrimidin-4-yl)propanoic acid NC1=NC(=C(C(=N1)CCC(=O)O)CC1=C(C=CC=C1)OC)N[C@H](CCO)CCCC